S1C=NC(=C1)C1=NC2=C(N1)C=CC=C2 2-thiazol-4-yl-1H-benzimidazole